(E)-N-(4-((3-chloro-4-((6-(tetrahydro-2H-pyran-4-yl)pyridin-3-yl)methoxy)phenyl)amino)-3-cyano-7-ethoxyquinolin-6-yl)-4-(dimethylamino)but-2-enamide ClC=1C=C(C=CC1OCC=1C=NC(=CC1)C1CCOCC1)NC1=C(C=NC2=CC(=C(C=C12)NC(\C=C\CN(C)C)=O)OCC)C#N